OCCN1N=C(N=C1)C=1C=C(C=CC1)NC(=O)C=1C=NN2C1N=C(C=C2)NC2CCOCC2 N-(3-(1-(2-hydroxyethyl)-1H-1,2,4-triazol-3-yl)phenyl)-5-((tetrahydro-2H-pyran-4-yl)amino)pyrazolo[1,5-a]pyrimidine-3-carboxamide